C(C)OC(=O)C=1CC2=C3N(C=CN=C3C1)C=C2 pyrrolo[1,2,3-de]quinoxaline-8(7H)carboxylic acid ethyl ester